(3E)-11,11-didecyloxy-3-undecen-1-ol C(CCCCCCCCC)OC(CCCCCC/C=C/CCO)OCCCCCCCCCC